5-[3-(Aminomethyl)azetidin-1-yl]-2-(2,6-dioxopiperidin-3-yl)-2,3-dihydro-1H-isoindole-1,3-dione NCC1CN(C1)C=1C=C2C(N(C(C2=CC1)=O)C1C(NC(CC1)=O)=O)=O